4-[[(1S)-1-[3-(1,1-difluoro-2-methoxy-ethyl)-2-fluoro-phenyl]ethyl]amino]-6-[1-(difluoromethyl)cyclopropyl]-2-methyl-pyrido[3,4-d]pyridazine-1,7-dione FC(COC)(F)C=1C(=C(C=CC1)[C@H](C)NC1=NN(C(C=2C1=CN(C(C2)=O)C2(CC2)C(F)F)=O)C)F